COC(=O)C=1C(N(C2=NC(=CC=C2C1N)C(F)(F)F)C1=CC(=C(C=C1)N)C)=O 4-Amino-1-(4-amino-3-methylphenyl)-2-oxo-7-(trifluoromethyl)-1,2-dihydro-1,8-naphthyridine-3-carboxylic acid methyl ester